2,2'-bis(trifluoromethyl)-5,5'-biphenyldiamine FC(C1=C(C=C(C=C1)N)C1=C(C=CC(=C1)N)C(F)(F)F)(F)F